ClC=1C(=C(C(=CC1)N1N=NN=C1)C1=CC(N2[C@@H](CCC2C1)C=1NC(=CN1)C1=C(C(=NC=C1)[C@@H](C#N)C)F)=O)F (S)-2-(4-(2-((3S)-7-(3-chloro-2-fluoro-6-(1H-tetrazol-1-yl)phenyl)-5-oxo-1,2,3,5,8,8a-hexahydroindolizin-3-yl)-1H-imidazol-5-yl)-3-fluoropyridin-2-yl)propanenitrile